C(CCC)(=O)OC=1C(OC(CCC)=O)=CC(=CC1Br)CC=C 4-allyl-6-bromocatechol di-n-butanoate